1-(4-(4-(2-hydroxyethyl)piperidin-1-yl)-2-methylphenyl)dihydropyrimidine-2,4(1H,3H)-dione OCCC1CCN(CC1)C1=CC(=C(C=C1)N1C(NC(CC1)=O)=O)C